4-bromo-2-[3-(3-bromophenyl)ureido]-N-(2-hydroxy-ethyl)benzamide BrC1=CC(=C(C(=O)NCCO)C=C1)NC(=O)NC1=CC(=CC=C1)Br